ClC1=CC=C(C=C1)C=1C=C2C(=NC1)NC=C2C(=O)C=2C(=C(C=CC2F)NS(=O)(=O)CCCO)F N-(3-(5-(4-chlorophenyl)-1H-pyrrolo[2,3-b]pyridine-3-carbonyl)-2,4-difluorophenyl)-3-hydroxypropane-1-sulfonamide